N[C@H](C(=O)O)CC1=CC=C(C=C1)I (2S)-2-amino-3-(4-iodophenyl)propionic acid